C[C@H]1[C@@H]([C@@](C[C@H](O1)OP(=O)([O-])OP(=O)([O-])OC[C@@H]2[C@H](C[C@@H](O2)N3C=C(C(=O)NC3=O)C)O)(C)[N+](=O)[O-])OC The molecule is a nucleotide-sugar oxoanion obtained by deprotonation of the diphosphate OH groups of dTDP-beta-L-evernitrose; major species at pH 7.3. It is a conjugate base of a dTDP-beta-L-evernitrose.